ytterbium(III) chloride [Cl-].[Yb+3].[Cl-].[Cl-]